C(C)(C)(C)OC(=O)N([C@H]1COC2(C1)CCN(CC2)C(=O)OCC2=CC=CC=C2)C[C@@H](COC2=CC(=CC=C2)S(=O)(=O)C2CC2)O (R)-benzyl 3-((tert-butoxycarbonyl) ((S)-3-(3-(cyclopropylsulfonyl) phenoxy)-2-hydroxypropyl) amino)-1-oxa-8-azaspiro[4.5]decane-8-carboxylate